6-fluoro-8-(2,2,3,3,9,9,10,10-octamethyl-4,8-dioxa-3,9-disilaundecan-5-yl)isoquinoline FC=1C=C2C=CN=CC2=C(C1)C(O[Si](C(C)(C)C)(C)C)CCO[Si](C(C)(C)C)(C)C